methyl (1R,2R)-2-vinylcyclopropane-1-carboxylate C(=C)[C@@H]1[C@@H](C1)C(=O)OC